COCC(C)NC1=C(SC=C1C)C N-[2-methoxy-1-methylethyl]-2,4-dimethyl-3-aminothiophene